2-(4,6-dimethylpyrazolo[1,5-a]pyrazin-2-yl)-7-methoxy-6-(1-methylpiperidin-4-yl)quinazolin-4(3H)-one CC=1C=2N(C=C(N1)C)N=C(C2)C2=NC1=CC(=C(C=C1C(N2)=O)C2CCN(CC2)C)OC